1,2-Dihydro-2,2-bis(4-hydroxyphenyl)-1-phenyl-3H-indol-3-one OC1=CC=C(C=C1)C1(N(C2=CC=CC=C2C1=O)C1=CC=CC=C1)C1=CC=C(C=C1)O